(S)-1-(2-(4-(difluoromethyl)-2-carbonyloxazolidin-3-yl)-5,6-dihydrobenzo[f]imidazo[1,2-d][1,4]oxazepin-9-yl)azetidine-3-carboxamide FC([C@H]1N(C(OC1)=C=O)C=1N=C2N(CCOC3=C2C=CC(=C3)N3CC(C3)C(=O)N)C1)F